C(C)(C)(C)OC(=O)N1[C@@H](CCC1)C=1C=C(C=C2CCN(CC12)C(=O)C=1C=NN(C1C)C1CC1)Cl (S)-2-[6-chloro-2-(1-cyclopropyl-5-methyl-1H-pyrazole-4-carbonyl)-1,2,3,4-Tetrahydroisoquinolin-8-yl]pyrrolidine-1-carboxylic acid tert-butyl ester